C1(CC1)C=1C=2N(N=C(C1)C=1C(=NC(=NC1)OC)OC)C=C(N2)C(=O)OCC ethyl 8-cyclopropyl-6-(2,4-dimethoxypyrimidin-5-yl)imidazo[1,2-b]pyridazine-2-carboxylate